4-isopropylbenzyl (imino(4-(((S)-2-((2R,4S)-4-phenylpiperidine-2-carboxamido)propanamido)methyl)phenyl)methyl)carbamate hydrochloride salt Cl.N=C(C1=CC=C(C=C1)CNC([C@H](C)NC(=O)[C@@H]1NCC[C@@H](C1)C1=CC=CC=C1)=O)NC(OCC1=CC=C(C=C1)C(C)C)=O